(S)-8-chloro-4-((3-chloro-4-fluorophenyl)amino)-6-(((2,5-dichlorothiophen-3-yl)(1-(1-ethylpiperidin-4-yl)-1H-1,2,3-triazol-4-yl)methyl)amino)quinoline-3-carbonitrile ClC=1C=C(C=C2C(=C(C=NC12)C#N)NC1=CC(=C(C=C1)F)Cl)N[C@H](C=1N=NN(C1)C1CCN(CC1)CC)C1=C(SC(=C1)Cl)Cl